CN(C1[NH+](CCN1C)CC)C 2-dimethylamino-1-ethyl-3-methylimidazolinium